FC=1C=C2C(=C(NC2=C(C1)F)C1=CC=C(C=C1)F)CCNC 2-[5,7-difluoro-2-(4-fluorophenyl)-1H-indol-3-yl]-N-methyl-ethanamine